N-(2-(5-hydroxy-6-oxo-1,6-dihydropyrimidin-4-yl)ethyl)-2-(hydroxymethyl)-4-((4-(morpholinomethyl)phenyl)ethynyl)-1H-pyrrole-1-carboxamide OC1=C(N=CNC1=O)CCNC(=O)N1C(=CC(=C1)C#CC1=CC=C(C=C1)CN1CCOCC1)CO